N-((1S,2S)-2-((tert-butyldimethylsilyl)oxy)cyclohexyl)-3-chloroquinolin-2-amine [Si](C)(C)(C(C)(C)C)O[C@@H]1[C@H](CCCC1)NC1=NC2=CC=CC=C2C=C1Cl